octyl-bis(2-hydroxyethyl)methyl-ammonium bromide [Br-].C(CCCCCCC)[N+](C)(CCO)CCO